CN1N=CC=C1C=1SC2=C(N1)C=C(C=C2)C2=NC[C@H](CC2)C (S)-2-(1-methyl-1H-pyrazol-5-yl)-5-(5-methyl-3,4,5,6-tetrahydropyridin-2-yl)benzo[d]thiazole